Br[C@H](C(=O)[O-])F (R)-2-bromo-2-fluoroacetate